6,8-Bis(trifluoromethyl)cinnolin-4-ol FC(C=1C=C2C(=CN=NC2=C(C1)C(F)(F)F)O)(F)F